chlorocarbonylbis(triphenylphosphine) iridium [Ir].ClP(C(=O)P(C1=CC=CC=C1)(C1=CC=CC=C1)C1=CC=CC=C1)(C1=CC=CC=C1)(C1=CC=CC=C1)C1=CC=CC=C1